iodobenzonitrile octanoate sodium [Na+].C(CCCCCCC)(=O)[O-].IC1=C(C#N)C=CC=C1